1-methyl-3-bromo-carbazole CC1=CC(=CC=2C3=CC=CC=C3NC12)Br